C(CCCCCCCC=C)(=O)[O-] dec-9-enoate